CC(=O)OCCC1CCCCC1 CYCLOHEXYL ETHYL ACETATE